2-((1S,3S,4S,6R)-4-aminobicyclo[4.1.0]heptan-3-yl)-3-bromo-5-chloro-N-(thiophen-2-ylmethyl)thieno[3,2-b]pyridin-7-amine trifluoroacetate FC(C(=O)O)(F)F.N[C@@H]1[C@H](C[C@@H]2C[C@@H]2C1)C1=C(C2=NC(=CC(=C2S1)NCC=1SC=CC1)Cl)Br